C(C)(C)(C)OC(=O)N1C(CNCC1)C1=NC=NC=C1 pyrimidin-4-yl-piperazine-1-carboxylic acid tert-butyl ester